FC=1C(=NC(=NC1)NC=1C=C2C=CNC2=CC1)C=1C=NN(C1)C(C#N)C (4-(5-fluoro-2-(indol-5-ylamino)pyrimidin-4-yl)-1H-pyrazol-1-yl)propionitrile